1-(3-(5-((1-(6-((2-(2,6-dioxopiperidin-3-yl)-4-methyl-1-oxo-1,2-dihydrophthalazin-6-yl)amino)hexanoyl)piperidin-4-yl)methoxy)pyrimidin-2-yl)benzyl)-6-oxo-1,6-dihydropyridazine O=C1NC(CCC1N1C(C2=CC=C(C=C2C(=N1)C)NCCCCCC(=O)N1CCC(CC1)COC=1C=NC(=NC1)C=1C=C(CN2N=CC=CC2=O)C=CC1)=O)=O